C(C(=C)C)(=O)N[C@@H](CC1=CC=C(C=C1)O)C(=O)O methacryloyltyrosine